7-(benzyloxy)-4-(4-bromophenyl)-3-(cyclopropylmethyl)isochromane C(C1=CC=CC=C1)OC1=CC=C2C(C(OCC2=C1)CC1CC1)C1=CC=C(C=C1)Br